N-(adamantan-1-yl)-1-(4-fluorophenyl)-1H-indazole-3-carboxamide C12(CC3CC(CC(C1)C3)C2)NC(=O)C2=NN(C3=CC=CC=C23)C2=CC=C(C=C2)F